tetrahydrofuran-2-carboxamide O1C(CCC1)C(=O)N